C(#N)C1=C(N=C(C=2CCN(CC12)C1=CC=CC2=CC=CC=C12)N1CCN(CC1)C(=O)OC(C)(C)C)OCC1N(CCC1)C tert-butyl 4-(4-cyano-3-((1-methylpyrrolidin-2-yl)methoxy)-6-(naphthalen-1-yl)-5,6,7,8-tetrahydro-2,6-naphthyridin-1-yl)piperazine-1-carboxylate